ClCCC(=C(C1=CC=C(C=C1)O)C1=CC=C(OCCN2CCC(CC2)CN2C3CN(C(C2)CC3)C=3C=C2C(N(C(C2=CC3)=O)C3C(NC(CC3)=O)=O)=O)C=C1)C1=CC=C(C=C1)O 5-(5-((1-(2-(4-(4-chloro-1,2-bis(4-hydroxyphenyl)but-1-en-1-yl)phenoxy)ethyl)piperidin-4-yl)methyl)-2,5-diazabicyclo[2.2.2]octan-2-yl)-2-(2,6-dioxopiperidin-3-yl)isoindoline-1,3-dione